(S)-4-((4-chlorophenyl)sulfonamido)-1-cyclopropyl-N-(3,3-dimethylbutan-2-yl)-3-(tetrahydro-2H-pyran-4-yl)-1H-pyrazole-5-carboxamide ClC1=CC=C(C=C1)S(=O)(=O)NC=1C(=NN(C1C(=O)N[C@@H](C)C(C)(C)C)C1CC1)C1CCOCC1